OC(C)(C)C=1C(=CC2=CN(N=C2C1)CCCOC(F)(F)F)C=1C(=NC(=CC1)C(F)(F)F)C(=O)N {6-(2-hydroxy-prop-2-yl)-2-[3-(trifluoromethoxy)propyl]-2H-indazol-5-yl}-6-(trifluoromethyl)pyridine-2-carboxamide